N-(1-(6-cyano-7-(8-ethynyl-7-fluoro-3-hydroxynaphthalen-1-yl)-8-fluoro-2-((tetrahydro-1H-pyrrolizin-7a(5H)-yl)methoxy)quinazolin-4-yl)-4,4-dimethylazepan-3-yl)-N-methylacryl-amide C(#N)C=1C=C2C(=NC(=NC2=C(C1C1=CC(=CC2=CC=C(C(=C12)C#C)F)O)F)OCC12CCCN2CCC1)N1CC(C(CCC1)(C)C)N(C(C=C)=O)C